Oxybis(hexylbenzenesulfonic acid), disodium salt [Na+].[Na+].O(C1=C(C=CC=C1CCCCCC)S(=O)(=O)[O-])C1=C(C=CC=C1CCCCCC)S(=O)(=O)[O-]